C1(=CC=CC=C1)O.[Sn] tin phenol